(1R,2R)-2-(3-(6-(1-(difluoromethyl)-1H-pyrazol-4-yl)pyrrolo[2,1-f][1,2,4]triazin-4-yl)-3,8-diazabicyclo[3.2.1]octane-8-carbonyl)cyclopropane-1-carbonitrile FC(N1N=CC(=C1)C=1C=C2C(=NC=NN2C1)N1CC2CCC(C1)N2C(=O)[C@H]2[C@@H](C2)C#N)F